N1CC(CC1)OCC(=O)OC(C)(C)C t-butyl [(pyrrolidin-3-yl)oxy]acetate